C(C1=CC=CC=C1)N1C2=NC=NC(=C2N=C1C1=C(C=C(OCCN2CC3(CS(C3)(=O)=O)C2)C=C1)Cl)OC1(CC1)C 6-(2-(4-(9-benzyl-6-(1-methyl-cyclopropoxy)-9H-purin-8-yl)-3-chlorophenoxy)ethyl)-2-thia-6-azaspiro[3.3]heptane 2,2-dioxide